C12N(CC(NC1)CC2)C=2C=C1CN(CC1=CC2)C2C(NC(CC2)=O)=O 5-(2,5-diazabicyclo[2.2.2]octane-2-yl)-2-(2,6-dioxopiperidin-3-yl)isoindoline